C(C)(C)(C)OC(NCC1=CC=C(C=C1)CC=1OC=NN1)=O (4-((1,3,4-oxadiazol-2-yl)methyl)benzyl)carbamic acid tert-butyl ester